ClC=1C(=CC(=NC1)NC(=O)[C@@H]1C[C@@H](CCC1)NC(=O)N1CCN(CC1)C)C1=CC2=C(N(N=C2C(=C1)F)C)C(C)C N-((1R,3S)-3-((5-chloro-4-(7-fluoro-3-isopropyl-2-methyl-2H-indazol-5-yl)pyridin-2-yl)carbamoyl)-cyclohexyl)-4-methylpiperazine-1-carboxamide